O=C1N(CCC(N1)=O)C=1C=C(C#N)C=CC1C 3-(2,4-dioxotetrahydropyrimidin-1(2H)-yl)-4-methylbenzonitrile